N-(6-(1H-pyrazol-1-yl)-5-(difluoromethyl)pyridin-3-yl)-5-cyclopropyl-1-(2-carbonyl-1,2-dihydrobenzo[cd]Indol-6-yl)-1H-pyrazole-4-carboxamide N1(N=CC=C1)C1=C(C=C(C=N1)NC(=O)C=1C=NN(C1C1CC1)C=1C=2C3=C(C(NC3=CC1)=C=O)C=CC2)C(F)F